[Cl-].[Cl-].C[SiH](C)[Hf+](C1C=CC2=CC=CC=C12)C1C=CC2=CC=CC=C12.C[SiH](C)[Hf+](C1C=CC2=CC=CC=C12)C1C=CC2=CC=CC=C12 racemic-dimethylsilyl-bis(1-indenyl)hafnium (IV) dichloride